4-(methylenedioxy)phenylboronic acid C1OC2=CC=C(C=C2O1)B(O)O